(3-((5-hydroxy-2-methylpentyl)amino)-4-nitrobenzyl)piperazine-1-carboxylic acid tert-butyl ester C(C)(C)(C)OC(=O)N1C(CNCC1)CC1=CC(=C(C=C1)[N+](=O)[O-])NCC(CCCO)C